3-(5-(((1R,2S)-2-(cyclohexylamino)cyclohexyl)methyl)-4-fluoro-1-oxoisoindolin-2-yl)piperidine-2,6-dione C1(CCCCC1)N[C@@H]1[C@H](CCCC1)CC=1C(=C2CN(C(C2=CC1)=O)C1C(NC(CC1)=O)=O)F